C(C)(C)(C)C=1NC2=CC=C(C=C2C1C=O)C(C)(C)C 2,5-DITERT-BUTYL-1H-INDOLE-3-CARBALDEHYDE